bis(4-[4-aminophenoxy]phenyl)ether NC1=CC=C(OC2=CC=C(C=C2)OC2=CC=C(C=C2)OC2=CC=C(C=C2)N)C=C1